COC(CC(C(=O)C1=CC(=C(C(=C1)Cl)OCOC)Br)C)=O 4-[3-bromo-5-chloro-4-(methoxymethyloxy)phenyl]-3-methyl-4-oxobutanoic acid methyl ester